7,8-Dichloro-6-(2,6-difluorophenyl)-1-methyl-4H-[1,2,4]triazolo[4,3-a][1,4]benzodiazepin ClC1=C(C=CC2=C1C(=NCC=1N2C(=NN1)C)C1=C(C=CC=C1F)F)Cl